(2R,3R,4S,5R)-6-(3-((5-(4-fluorophenyl) thiophen-2-yl) methyl)-4-methylphenyl)-6-oxohexane-1,2,3,4,5-penta-yl pentaacetate C(C)(=O)OC[C@H]([C@H]([C@@H]([C@H](C(=O)C1=CC(=C(C=C1)C)CC=1SC(=CC1)C1=CC=C(C=C1)F)OC(C)=O)OC(C)=O)OC(C)=O)OC(C)=O